tert-butyl (4-((3-((tert-butoxycarbonyl)amino)propyl)(2-(2,6-dioxopiperidin-3-yl)-1-oxoisoindolin-4-yl)amino)butyl)carbamate tert-butyl-(3-oxopropyl)carbamate C(C)(C)(C)N(C(O)=O)CCC=O.C(C)(C)(C)OC(=O)NCCCN(CCCCNC(OC(C)(C)C)=O)C1=C2CN(C(C2=CC=C1)=O)C1C(NC(CC1)=O)=O